C(C)OC(=O)N1CCN(CCC1)C1CCC(CC1)(C#N)C1=NC=C(C=C1)C 4-[4-(5-methylpyridin-2-yl)-4-cyanocyclohexyl]-1,4-diazepan-1-carboxylic acid ethyl ester